hydroxymethoxyacetophenone OCOCC(=O)C1=CC=CC=C1